6-(6-(((1S,2S,3R,5R)-2-fluoro-8-azabicyclo[3.2.1]octan-3-yl)(methyl)amino)-1,2,4-triazin-3-yl)-7-hydroxy-2-methylisoquinolin-1(2H)-one F[C@H]1[C@@H]2CC[C@H](C[C@H]1N(C1=CN=C(N=N1)C=1C=C3C=CN(C(C3=CC1O)=O)C)C)N2